CSC1=NC(=NC(=C1)C1=CC=CC=C1)N 4-methylsulfanyl-6-phenyl-pyrimidin-2-amine